1-[2-(3-chlorophenyl)-2-(cyclobutoxy)ethyl]-3-[rac-(1R,4S)-norbornan-2-yl]urea ClC=1C=C(C=CC1)C(CNC(=O)NC1[C@@H]2CC[C@H](C1)C2)OC2CCC2 |r|